4-bromo-5-ethoxy-6-methyl-1-(tetrahydro-2H-pyran-2-yl)-1H-indazole BrC1=C2C=NN(C2=CC(=C1OCC)C)C1OCCCC1